FC1=C(C=CC=C1)C1=CC=C(C=C1)CN1CCN(CC1)C(=O)NC1=CC=C(C=C1)O 4-((2'-fluoro-[1,1'-biphenyl]-4-yl)methyl)-N-(4-hydroxyphenyl)piperazine-1-carboxamide